(S)-3-(5-(4-((1-(2-fluoro-4-((3S,4R)-7-methoxy-3-phenylchroman-4-yl)phenyl)piperidin-4-yl)methyl)piperazin-1-yl)-1-oxoisoindolin-2-yl)piperidine-2,6-dione FC1=C(C=CC(=C1)[C@H]1[C@H](COC2=CC(=CC=C12)OC)C1=CC=CC=C1)N1CCC(CC1)CN1CCN(CC1)C=1C=C2CN(C(C2=CC1)=O)[C@@H]1C(NC(CC1)=O)=O